C(#CC)S propynthiol